(S)-8-(difluoromethoxy)-4',5'-difluoro-6-(trifluoromethyl)-2',3'-dihydro-3H-spiro[imidazo[1,2-a]pyridine-2,1'-indene] FC(OC=1C=2N(C=C(C1)C(F)(F)F)C[C@@]1(CCC3=C(C(=CC=C13)F)F)N2)F